N-{3-[4-(1H-1,2,3-benzotriazol-1-yloxy)-8-methyl-7-oxo-7H,8H-pyrido[2,3-d]pyrimidin-6-yl]bicyclo[1.1.1]pentan-1-yl}acetamide N1(N=NC2=C1C=CC=C2)OC=2C1=C(N=CN2)N(C(C(=C1)C12CC(C1)(C2)NC(C)=O)=O)C